COC1=C(OC=2N=NC(=CC2C(=O)NC2=CC(=CC=C2)S(=O)(=NC)C)C(F)(F)F)C=CC(=C1)OC 3-(2,4-dimethoxyphenoxy)-N-(3-(N,S-dimethylsulfonimidoyl)phenyl)-6-(trifluoromethyl)pyridazine-4-carboxamide